(S,Z)-4-(8-(2,4-dichlorophenyl)-9-(4-((1-(3-fluoropropyl)pyrrolidin-3-yl)oxy)phenyl)-6,7-dihydro-5H-benzo[7]annulen-3-yl)-N,3-dimethylthiazol-2(3H)-imine ClC1=C(C=CC(=C1)Cl)C=1CCCC2=C(C1C1=CC=C(C=C1)O[C@@H]1CN(CC1)CCCF)C=CC(=C2)C=2N(/C(/SC2)=N/C)C